Cl.NC(C(=O)N[C@@H](CCCC1=CC=CC=C1)B1O[C@]2([C@@H]3C([C@H](C[C@H]2O1)C3)(C)C)C)CC=3N(C=CN3)C 2-amino-3-(1-methylimidazol-2-yl)-N-[(1R)-4-phenyl-1-[(1S,2S,6R,8S)-2,9,9-trimethyl-3,5-dioxa-4-boratricyclo[6.1.1.02,6]decan-4-yl]butyl]propanamide hydrochloride